((2R,4S)-1-(2-(methylsulfonamido)ethyl)-4-phenylpiperidine-2-carbonyl)-L-alanine CS(=O)(=O)NCCN1[C@H](C[C@H](CC1)C1=CC=CC=C1)C(=O)N[C@@H](C)C(=O)O